ClC=1N(C(=C(N1)C1=CC=C(C=C1)F)C1=CC=NC=C1)CC(=O)N1CCC2(CNC2)CC1 2-[2-chloro-4-(4-fluorophenyl)-5-(pyridin-4-yl)-1H-imidazol-1-yl]-1-{2,7-diazaspiro[3.5]nonan-7-yl}ethan-1-one